C1(=CC(=CC=C1)C=1OCC(N1)(C)C)C=1OCC(N1)(C)C m-phenylene-bis(4,4'-dimethyl-2-oxazoline)